BrC=1C(=NC2=CC=CC=C2C1NCCC1CCOCC1)N bromo-N4-(2-(tetrahydro-2H-pyran-4-yl)ethyl)quinoline-2,4-diamine